6-fluoro-5-[2-fluoro-5-[4-fluoro-1-[(4-methoxyphenyl)methyl]pyrazol-3-yl]phenoxy]-4-methylsulfonyl-1-(p-tolylsulfonyl)indole FC1=C(C(=C2C=CN(C2=C1)S(=O)(=O)C1=CC=C(C=C1)C)S(=O)(=O)C)OC1=C(C=CC(=C1)C1=NN(C=C1F)CC1=CC=C(C=C1)OC)F